3-(4-fluorophenyl)-1,4,2-dioxazol-5-one FC1=CC=C(C=C1)C1=NOC(O1)=O